(NZ,R)-N-[1'-(7-bromo-6-methyl-pyrazolo[1,5-a]pyrazin-4-yl)-3-chloro-spiro[7H-cyclopenta[b]pyridine-6,4'-piperidine]-5-ylidene]-2-methyl-propane-2-sulfinamide BrC1=C(N=C(C=2N1N=CC2)N2CCC1(CC2)/C(/C=2C(=NC=C(C2)Cl)C1)=N/[S@](=O)C(C)(C)C)C